6-({[(1S)-1-cyclopropylethyl]amino}methyl)-3-fluoroimidazo[1,2-a]pyridine-8-carboxylic acid C1(CC1)[C@H](C)NCC=1C=C(C=2N(C1)C(=CN2)F)C(=O)O